tert-butyl 2-(5-(1-(3,5-difluorophenyl)ethoxy)-1-(tetrahydro-2H-pyran-2-yl)-1H-indazol-3-yl)-4,6-dihydropyrrolo[3,4-d]imidazole-5(1H)-carboxylate FC=1C=C(C=C(C1)F)C(C)OC=1C=C2C(=NN(C2=CC1)C1OCCCC1)C1=NC2=C(N1)CN(C2)C(=O)OC(C)(C)C